2-[4-methyl-6-[rac-(3aS,7aR)-6-methyl-3,3a,4,5,7,7a-hexahydro-2H-pyrrolo[2,3-c]pyridin-1-yl]pyridazin-3-yl]-5-(trifluoromethyl)phenol CC1=C(N=NC(=C1)N1CC[C@H]2[C@@H]1CN(CC2)C)C2=C(C=C(C=C2)C(F)(F)F)O |r|